C1(CC1)S(=O)(=O)NC1=NC=CC(=N1)C1(CC2(C1)OCCO2)C(=O)NC2=NC=C(C=C2)C2=NC(=CN=C2)OCC 2-(2-(cyclopropanesulfonylamino)pyrimidin-4-yl)-N-(5-(6-ethoxypyrazin-2-yl)pyridin-2-yl)-5,8-dioxaspiro[3.4]octane-2-carboxamide